C(C)[Si](C1=CC=C(C=C1)C(C)=O)(CC)CC 1-(4-triethylsilylphenyl)ethanone